2-[(2R)-1-(3-chloro-2-thienyl)-2-[3-(trifluoromethyl)-1H-pyrazol-1-yl]propylidene]hydrazinecarboxaldehyde ClC1=C(SC=C1)C([C@@H](C)N1N=C(C=C1)C(F)(F)F)=NNC=O